N1C[C@@H](CC1)OC(=O)N1[C@H](C2=CC=CC=C2CC1)C1=CC=C(C=C1)F (1S)-((R)-pyrrolidin-3-yl)-1-(4-fluorophenyl)-3,4-dihydroisoquinoline-2(1H)-carboxylate